FC(C1=CC=C(C(=O)O\N=C/2\C(CC2)CC2=CC=CC=C2)C=C1)(F)F (E)-2-benzylcyclobutan-1-one O-(4-(trifluoromethyl)benzoyl) oxime